N-(6-chloropyridin-2-yl)-5-[(3,5-dichloropyridin-4-yl)sulfanyl]-1,3,4-thiadiazole-2-carboxamide ClC1=CC=CC(=N1)NC(=O)C=1SC(=NN1)SC1=C(C=NC=C1Cl)Cl